2-(3-{[2-methoxy-4-(morpholine-4-carbonyl)phenyl]amino}prop-1-yn-1-yl)-N-(1-methylpiperidin-4-yl)-1-(2,2,2-trifluoroethyl)-1H-indol-4-amine COC1=C(C=CC(=C1)C(=O)N1CCOCC1)NCC#CC=1N(C=2C=CC=C(C2C1)NC1CCN(CC1)C)CC(F)(F)F